(S)-N-(1,1-bis(3,5-dichlorophenyl)prop-1-en-2-yl)-2-(8-methoxy-2,4-dioxo-2H-pyrido[2,3-e][1,3]oxazin-3(4H)-yl)propanamide ClC=1C=C(C=C(C1)Cl)C(=C(C)NC([C@H](C)N1C(OC2=C(C1=O)N=CC=C2OC)=O)=O)C2=CC(=CC(=C2)Cl)Cl